ClC=1N=CC(=NC1)NC(C(C1=CC=C(C=C1)C=1N=NN(N1)C)C1CC(CC1)(F)F)=O rac-N-(5-Chloropyrazin-2-yl)-2-(3,3-difluorocyclopentyl)-2-(4-(2-methyl-2H-tetrazol-5-yl)phenyl)acetamide